FC=1C=CC2=C(C(=C(O2)[C@H](C(C)C)NC(=O)NC2CCC(CC2)O)C)C1 1-((S)-1-(5-fluoro-3-methylbenzofuran-2-yl)-2-methylpropyl)-3-((1r,4S)-4-hydroxycyclohexyl)urea